FC1=C(C=C2NC(C=3N(C2=C1)C=CC3)=O)CC3N(CCNC3)C3=CC(=NC=C3)C(=O)NC 4-(((8-fluoro-4-oxo-4,5-dihydropyrrolo[1,2-a]quinoxalin-7-yl)methyl)piperazin-1-yl)-N-methylpyridineamide